BrC1=C2C=NNC2=CC(=C1[C@H]1[C@@H](C1)C)Cl |r| rac-4-bromo-6-chloro-5-((1R,2R)-2-methylcyclopropyl)-1H-indazole